Ethyl (E)-4-((9-isopropoxy-8-methoxy-2,2-dimethyl-7-(3-methylbut-2-en-1-yl)-6-oxo-2H,6H-pyrano[3,2-b]xanthen-5-yl)oxy)but-2-enoate C(C)(C)OC1=CC=2OC=3C=C4C(=C(C3C(C2C(=C1OC)CC=C(C)C)=O)OC/C=C/C(=O)OCC)C=CC(O4)(C)C